4-((4-cyclopropyl-2-(N-methylmethanesulfonamido)phenyl)amino)-N-ethoxy-6-((2-methoxypyrimidin-4-yl)amino)nicotinamide C1(CC1)C1=CC(=C(C=C1)NC1=CC(=NC=C1C(=O)NOCC)NC1=NC(=NC=C1)OC)N(S(=O)(=O)C)C